C(#N)CCOCC=1N=C(N(C1COCCC#N)CCC#N)C1=CC=CC=C1 4,5-bis[(2-cyanoethoxy)methyl]-2-phenyl-1H-imidazole-1-propiononitrile